COC1=CC=2N=CN=C(C2N=C1NC(=O)C1(CC1)C(F)(F)F)C=1C(=NN(C1)C)C1=CC=CC=C1 N-[7-methoxy-4-(1-methyl-3-phenyl-1H-pyrazol-4-yl)pyrido[3,2-d]pyrimidin-6-yl]-1-(trifluoromethyl)cyclopropane-1-carboxamide